C(#N)C1=C(C=C(C=C1)N1C(N(C2(CCC2)C1=O)C1=CC(=C(C(=O)NO)C=C1)F)=S)C(F)(F)F 4-(7-(4-cyano-3-(trifluoromethyl)phenyl)-8-oxo-6-thioxo-5,7-diazaspiro[3.4]oct-5-yl)-2-fluoro-N-hydroxybenzoamide